C(C)OC(C[C@H](N)C1=CC(=CC=C1)N1N=CC2=CC=CC=C12)=O (S)-3-(3-(1H-indazol-1-yl)phenyl)-3-aminopropionic acid ethyl ester